9,10-di(3,5-dicarboxyphenyl)anthracene C(=O)(O)C=1C=C(C=C(C1)C(=O)O)C=1C2=CC=CC=C2C(=C2C=CC=CC12)C1=CC(=CC(=C1)C(=O)O)C(=O)O